N,N-dimethyl-decanamide CN(C(CCCCCCCCC)=O)C